3-(4-fluorophenyl)-2,4-dioxo-pyrimidine FC1=CC=C(C=C1)N1C(NC=CC1=O)=O